OC[C@H]1N(C\C(\C1)=N/OC)C(=O)C1=CC=C(C=C1)C=1C=CC=C2C=NN(C12)C (S,Z)-(2-(Hydroxymethyl)-4-(methoxyimino)pyrrolidin-1-yl)(4-(1-methyl-1H-indazol-7-yl)phenyl)methanone